6-cyclobutoxy-N-(1-cyclopropyl-2-oxo-1,2-dihydropyridin-3-yl)-2-((1S,4S)-1-methyl-2-oxabicyclo[2.2.1]heptan-4-yl)-2H-pyrazolo[3,4-b]pyridine-5-carboxamide C1(CCC1)OC=1C(=CC=2C(N1)=NN(C2)[C@@]21CO[C@@](CC2)(C1)C)C(=O)NC=1C(N(C=CC1)C1CC1)=O